BrC=1C(=CC(=NC1)N1C(=CC=C1C)C)C 5-bromo-2-(2,5-dimethyl-pyrrol-1-yl)-4-methyl-pyridine